CC=1C=C(C=2N(C(C=C(N2)N2CCOCC2)=O)C1)[C@@H](C)NC1=CC(=CC=C1)C |r| (±)-7-methyl-9-[1-(3-methylphenylamino)ethyl]-2-morpholin-4-yl-pyrido[1,2-a]pyrimidin-4-one